O1CC(NCC=CC(CC=CC=CC=C1)=O)=O [1,4]oxazacyclopentadecine-3,8(5H,9H)-dione